6-chloroformyl-pyridine ClC(=O)C1=CC=CC=N1